[O-2].[Mg+2].[Zn+2].[O-2] Zinc-Magnesium Oxide